Cl.NC1=NC=C(C2=C1C=NN2)NC(=O)C(=O)N(CC2=CC=CC=C2)CC2=CC=CC=C2 N-(4-amino-1H-pyrazolo[4,3-c]pyridin-7-yl)-N',N'-dibenzyl-oxamide Hydrogen chloride